CC=1C=C(C=CC1)N1N=C(C=C1)CC(=O)O 2-[1-(3-methylphenyl)-1H-pyrazol-3-yl]acetic acid